5-[5-chloro-1-(1-cyclopropyl-1H-pyrazol-4-yl)-1H-indazol-6-yl]-4,5,6,7-tetrahydro-1H-pyrazolo[4,3-c]pyridine ClC=1C=C2C=NN(C2=CC1N1CC2=C(CC1)NN=C2)C=2C=NN(C2)C2CC2